5-amino-2-[(6-amino-5-fluoro-2-pyridinyl)methyl]-7-(4-fluorophenyl)-8-[2-(hydroxymethyl)-6-methyl-4-pyridinyl]-[1,2,4]triazolo[4,3-c]pyrimidin-3-one NC1=NC(=C(C=2N1C(N(N2)CC2=NC(=C(C=C2)F)N)=O)C2=CC(=NC(=C2)C)CO)C2=CC=C(C=C2)F